C(C=C)(=O)N1[C@@H](C[C@H](C1)C#N)CONC=1C(=NC=NC1)C=1C(=C(C=C(C1)F)NC(C1=C(C=C(C=C1)C1CC1)F)=O)C N-(3-(5-(((2S,4R)-1-Acryloyl-4-cyanopyrrolidin-2-yl)methoxy)aminopyrimidin-4-yl)-5-fluoro-2-methylphenyl)-4-cyclopropyl-2-fluorobenzamide